N-(2-nitrophenyl)pyridine-2-amine [N+](=O)([O-])C1=C(C=CC=C1)NC1=NC=CC=C1